3,4'',5,5'-tetra-tert-butyl-N-(3-chlorophenyl)-[1,1':3',1''-terphenyl]-2,2'',3'',4,4',5'',6,6',6''-d9-2'-amine C(C)(C)(C)C1=C(C(=C(C(=C1[2H])C(C)(C)C)[2H])C=1C(=C(C(=C(C1[2H])C(C)(C)C)[2H])C1=C(C(=C(C(=C1[2H])[2H])C(C)(C)C)[2H])[2H])NC1=CC(=CC=C1)Cl)[2H]